(Z,Z)-3,13-octadecadienal C(C\C=C/CCCCCCCC\C=C/CCCC)=O